FC1=CC=C2C(=N1)N(C=C2C=2N=C(C1=C(N2)N(C=C1)C(C)C)N[C@@H]1[C@H](C2CCC1CC2)C(=O)OCC)S(=O)(=O)C2=CC=C(C)C=C2 (2S,3S)-ethyl 3-((2-(6-fluoro-1-tosyl-1H-pyrrolo[2,3-b]pyridin-3-yl)-7-isopropyl-7H-pyrrolo[2,3-d]pyrimidin-4-yl)amino)bicyclo[2.2.2]octane-2-carboxylate